N[C@@H]1CN(CC1)C=1OC=C(N1)C(=O)NC=1C=C2C(=NC1N1CCCCC1)N=C(S2)N2CCOCC2 (S)-2-(3-aminopyrrolidin-1-yl)-N-(2-morpholinyl-5-(piperidin-1-yl)thiazolo[4,5-b]pyridin-6-yl)oxazole-4-carboxamide